P(=O)(OC(C)(C)C)(OC(C)(C)C)OCN1C(C=C(C=C1)NC(C1=C(C=C(C=C1)C(F)(F)F)OC1=C(C=C(C=C1)F)C([2H])([2H])[2H])=O)=O di-tert-butyl ((4-(2-(4-fluoro-2-(methyl-d3)phenoxy)-4-(trifluoromethyl)benzamido)-2-oxopyridin-1(2H)-yl)methyl) phosphate